N1=CN=CC2=CC=3C(C=C12)=NC(C3)=O pyrrolo[3,2-g]quinazolin-7-one